phenyl (5-chloro-2-methoxy-4-methylphenyl)carbamate ClC=1C(=CC(=C(C1)NC(OC1=CC=CC=C1)=O)OC)C